2-[2-hydroxy-4-(2-hydroxyethoxy)phenyl]-4,6-bis(2,4-dimethylphenyl)-s-triazine OC1=C(C=CC(=C1)OCCO)C1=NC(=NC(=N1)C1=C(C=C(C=C1)C)C)C1=C(C=C(C=C1)C)C